CN1N(CCC1)C(=O)O[C@H]1C[C@H](CC1)C1=CC(=NN1)N (1R,3S)-3-(3-amino-1H-pyrazol-5-yl)cyclopentyl 2-methylpyrazolidine-1-carboxylate